2-(3,5-bis-trifluoromethyl-phenyl)-N-[4-(2-chloro-3-fluoro-phenyl)-1-ethyl-1H-pyrazolo[3,4-b]pyridin-5-yl]-N-methyl-isobutyramide FC(C=1C=C(C=C(C1)C(F)(F)F)C(C(=O)N(C)C=1C(=C2C(=NC1)N(N=C2)CC)C2=C(C(=CC=C2)F)Cl)(C)C)(F)F